C(C)N(C(C1=C(C=CC(=C1)F)OC1=C(N=CN=N1)N1CC2(CN(C2)C(CCN(C)CCO)C(C)C)CC1)=O)C(C)C N-ethyl-5-fluoro-2-((5-(2-(1-((2-hydroxyethyl)(methyl)amino)-4-methylpentan-3-yl)-2,6-diazaspiro[3.4]octan-6-yl)-1,2,4-triazin-6-yl)oxy)-N-isopropylbenzamide